4-(((6-(trifluoromethyl)pyridin-3-yl)methyl)amino)benzenesulfonamide FC(C1=CC=C(C=N1)CNC1=CC=C(C=C1)S(=O)(=O)N)(F)F